(S)-N-(3-Fluoro-5-(1-(4-fluorophenyl)-1H-pyrazol-4-yl)benzyl)-8-(3-oxocyclopentyl)-7H-purine-6-carboxamide FC=1C=C(CNC(=O)C2=C3NC(=NC3=NC=N2)[C@@H]2CC(CC2)=O)C=C(C1)C=1C=NN(C1)C1=CC=C(C=C1)F